dichlorophenyl-Dimethylurea ClC(N(C(=O)NC)C1=CC=CC=C1)Cl